OC1=C(C=CC=C1)C1=CC(=CN=N1)N1CCC(CC1)(C(=O)N1CCC(CC1)C(=O)N1CCN(CC1)C1=CC=C(C=C1)[C@@H]1C(NC(CC1)=O)=O)C1=CC=CC=C1 |r| rac-(3R)-3-{4-[4-(1-{1-[6-(2-hydroxyphenyl)pyridazin-4-yl]-4-phenylpiperidine-4-carbonyl}piperidine-4-carbonyl)piperazin-1-yl]phenyl}piperidine-2,6-dione